4-(2-(4-Cyanophenyl)-3-(4-methoxyphenyl)-4-oxo-3,4-dihydro-quinazolin-7-yl)piperazine-1-carboxylic acid tert-butyl ester C(C)(C)(C)OC(=O)N1CCN(CC1)C1=CC=C2C(N(C(=NC2=C1)C1=CC=C(C=C1)C#N)C1=CC=C(C=C1)OC)=O